4-(2-Amino-2-methylpropanoyl)-N-(1-(cis-4-((exo-6-amino-3-azabicyclo[3.1.0]hex-3-yl)methyl)cyclohexyl)-2-oxo-1,2-dihydropyrimidin-4-yl)piperazine-1-carboxamide hydrochloride Cl.NC(C(=O)N1CCN(CC1)C(=O)NC1=NC(N(C=C1)[C@@H]1CC[C@@H](CC1)CN1CC2C(C2C1)N)=O)(C)C